4-(3-(3,4-dichlorophenyl)pyrrolidine-1-carbonyl)-1H-1,2,3-triazole-5-carboxylic acid ClC=1C=C(C=CC1Cl)C1CN(CC1)C(=O)C=1N=NNC1C(=O)O